sodium citrate potassium salt [K+].C(CC(O)(C(=O)O)CC(=O)[O-])(=O)[O-].[Na+]